FC(S=C(C1=CC=C(C=C1)C(C)(C)C)[O-])F S-(difluoromethyl)-4-(tert-butyl)benzothioate